FC=1C=NN(C1)C1=CC=C(C=N1)[C@H](C)N1CC(NC2(C1)CCC(CC2)=O)=O (S)-4-(1-(6-(4-fluoro-1H-pyrazol-1-yl)pyridin-3-yl)ethyl)-1,4-diazaspiro[5.5]undecane-2,9-dione